(Z)-5-((1-(4-(t-butyl)phenyl)-1H-pyrrol-2-yl)methylene)thiazolidin-2,4-dione C(C)(C)(C)C1=CC=C(C=C1)N1C(=CC=C1)\C=C/1\C(NC(S1)=O)=O